C(CCOCCOCCOCCOCCOCCOCCOCCOCCOCCOCCOCCC(=O)ON1C(CCC1=O)=O)(=O)ON1C(CCC1=O)=O bis(2,5-dioxopyrrolidin-1-yl) 4,7,10,13,16,19,22,25,28,31,34-undecaoxaheptatriacontanedioate